1-(4-isopropoxyphenyl)ethanone C(C)(C)OC1=CC=C(C=C1)C(C)=O